5-(2-chloro-5-(isobutyramidomethyl)benzamido)-N-(4-fluorophenyl)-1-(2,2,2-trifluoroethyl)-1H-indole-2-carboxamide ClC1=C(C(=O)NC=2C=C3C=C(N(C3=CC2)CC(F)(F)F)C(=O)NC2=CC=C(C=C2)F)C=C(C=C1)CNC(C(C)C)=O